C(C)N1C=NC(=C1C1=CC=C(C=C1)OC)C1=CC=C(C=C1)OC 3-ethyl-4,5-bis(4-methoxyphenyl)imidazole